[N+](=O)([O-])C1=C(C(=O)[O-])C=CC=C1 ortho-nitrobenzoate